4-amino-2-cyclopropyl-6-(((3R,5S)-3,5-dimethylpiperazine-1-yl)methyl)phenol NC1=CC(=C(C(=C1)CN1C[C@H](N[C@H](C1)C)C)O)C1CC1